N-(3-{[cyclobutyl(methyl)amino]methyl}phenyl)-5-ethynyl-7-methoxypyrido[2,3-d]pyrimidin-2-amine C1(CCC1)N(C)CC=1C=C(C=CC1)NC=1N=CC2=C(N1)N=C(C=C2C#C)OC